FC1=CNC2=C(C=CC=C12)B1OC(C(O1)(C)C)(C)C 3-fluoro-7-(4,4,5,5-tetramethyl-1,3,2-dioxaborolan-2-yl)-1H-indole